FC1=CC=C(C(=O)N2CC3=CC=CC=C3CC2C(=O)NC2=CC=C(C=C2)S(=O)(=O)Cl)C=C1 4-(2-(4-fluorobenzoyl)-1,2,3,4-tetrahydroisoquinoline-3-carboxamido)benzene-1-sulfonyl chloride